(1S,2R)-Ethyl 2-acetoxy-1-hydroxycycloheptanecarboxylate C(C)(=O)O[C@H]1[C@@](CCCCC1)(C(=O)OCC)O